1,3-dimethyltetrahydro-2-pyrimidone CN1C(N(CCC1)C)=O